2-((2-(2,6-dioxapiperidin-3-yl)-1,3-dioxaisoindolin-4-yl)oxy)acetic acid N1OC(CCO1)N1OC2=CC=CC(=C2O1)OCC(=O)O